ammonium formate C(=O)[O-].[NH4+]